C1[C@@H]2CC3(CCCN3[C@@H]21)CO ((1aR,6aR)-hexahydrocyclopropa[b]pyrrolizin-5a(3H)-yl)methanol